C(C1=CC=CC=C1)N1C2=NC=NC(=C2N=C1C1=C(C=C(C(=O)NC)C=C1)Cl)OC1(CC1)C 4-(9-benzyl-6-(1-methylcyclopropoxy)-9H-purin-8-yl)-3-chloro-N-methylbenzamide